CC1=NOC(=C1CNC1=NC=CC(=N1)C1=NC=CC=C1)C1=CC=C(C=N1)O 6-(3-methyl-4-(((4-(pyridin-2-yl)pyrimidin-2-yl)amino)methyl)isoxazol-5-yl)pyridin-3-ol